OCCNCCO Bis(Hydroxyethyl)Amin